2-fluoro-N-(pyrazin-2-yl)benzenesulfonamide FC1=C(C=CC=C1)S(=O)(=O)NC1=NC=CN=C1